8-[1-(2,2-difluoroethyl)-1H-pyrazolo[3,4-b]pyrazin-6-yl]-2-{[6-(trifluoromethyl)pyridin-3-yl]methyl}-2,8-diazaspiro[4.5]decan-1-one FC(CN1N=CC=2C1=NC(=CN2)N2CCC1(CCN(C1=O)CC=1C=NC(=CC1)C(F)(F)F)CC2)F